C1(CC1)C1=C(CN2C(C3=NC=CC=C3C2=O)([2H])[2H])C(=CC(=C1)C=1C2=CN(N=C2C(=CC1)OCCOC)C)F 6-(2-cyclopropyl-6-fluoro-4-(7-(2-methoxyethoxy)-2-methyl-2H-indazol-4-yl)benzyl)-6,7-dihydro-5H-pyrrolo[3,4-b]pyridin-5-one-7,7-d2